CN1CCN(CC1)CCCCCOC1=CC=C2C=C(C(OC2=C1)=O)C(C)=O 7-[5-(4-methyl-1-piperazinyl)pentoxy]-3-acetylcoumarin